butanoic acid amide C(CCC)(=O)N